FC1=C(CN2CCN(C3=C(C2=O)C=CC=N3)C)C=CC(=C1)OC(CCNC)C1=C(C=CC=C1)F 4-(2-Fluoro-4-(1-(2-fluorophenyl)-3-(methylamino)propoxy)benzyl)-1-methyl-1,2,3,4-tetrahydro-5H-pyrido[2,3-e][1,4]diazepin-5-one